CC1=CNC2=NC=CC=C21 3-methyl-1H-pyrrolo[2,3-b]pyridine